(R)-N-(1-cyanocyclopropyl)-9-(5-(difluoromethyl)-1,3,4-thiadiazol-2-yl)-4-(3-(hydroxymethyl)-4-isobutyrylpiperazin-1-yl)-9H-pyrimido[4,5-b]indole-7-sulphonamide C(#N)C1(CC1)NS(=O)(=O)C1=CC=C2C3=C(N(C2=C1)C=1SC(=NN1)C(F)F)N=CN=C3N3C[C@@H](N(CC3)C(C(C)C)=O)CO